C(C)(C)(C)OC(N(CC1=CC(=C(C(=C1)F)OC(F)(F)F)F)CCCCOCCNC1=C2C=NN(C2=CC(=C1)C#N)C1OCCCC1)=O tert-butyl(4-(2-((6-cyano-1-(tetrahydro-2H-pyran-2-yl)-1H-indazol-4-yl)amino)ethoxy)butyl)(3,5-difluoro-4-(trifluoromethoxy)benzyl)carbamate